3-(2-amino-[1,2,4]-triazolo[1,5-a]-pyridin-7-yl)-N-(2,2-difluoro-3-(4-fluorophenyl)-3-hydroxybutyl)-2-fluoro-6-methyl-benzamide NC1=NN2C(C=C(C=C2)C=2C(=C(C(=O)NCC(C(C)(O)C3=CC=C(C=C3)F)(F)F)C(=CC2)C)F)=N1